2-((chlorocarbonyloxy)ethyl)glycinate ClC(=O)OCCC(N)C(=O)[O-]